N1=CC(=CC=2OCC[C@@H]3N(C21)CCNC3)N3C(NC(CC3)=O)=O (S)-1-(7,7a,8,9,10,11-Hexahydro-6H-pyrazino[1,2-d]pyrido[3,2-b][1,4]oxazepin-3-yl)dihydropyrimidine-2,4(1H,3H)-dione